C(C1=CN=CC=C1)(=O)N1[C@@H](C[C@@H](O)C1)C(=O)O nicotinoyl-hydroxyproline